FC=1C=C(C=C(C1OC1=C2C(=NC=C1)N(C=C2C(C)C)COCC[Si](C)(C)C)F)NC=2OCC(CN2)(C)C N-(3,5-difluoro-4-{[3-(propan-2-yl)-1-{[2-(trimethylsilyl)ethoxy]methyl}-1H-pyrrolo[2,3-b]pyridin-4-yl]oxy}phenyl)-5,5-dimethyl-5,6-dihydro-4H-1,3-oxazin-2-amine